S(=O)(=O)([O-])[O-].[F-].P(=O)([O-])(O)O.[Fe+3].[Na+] sodium ferric phosphate fluoride sulfate